O=C(C=CC1=CC=C(C=C1)NC(=O)C1=C(C=CC=C1)C1=C(C(=O)O)C=CC=C1)C1=CC=CC=C1 2-[2-[[4-(3-Oxo-3-phenylprop-1-enyl)phenyl]carbamoyl]phenyl]benzoic acid